N1-(cyclopropyl-(4-fluorophenyl)methyl)-N2-(1H-pyrrolo[3,2-c]pyridin-3-yl)oxalamide C1(CC1)C(NC(C(=O)NC1=CNC2=C1C=NC=C2)=O)C2=CC=C(C=C2)F